[2-(7H-dibenzocarbazol-7-yl)ethyl]phosphoric acid C1=CC=CC=2C1=C1C=3C=CC=CC3N=C1C=1C2C=CC(C1)CCOP(O)(O)=O